(R)-(methyl 2-(3-(2-(4-(4-fluorophenyl) piperazin-1-yl) ethyl)-1-oxo-2,8-diazaspiro[4.5]decan-8-yl)-2-oxoethyl) carbamate C(N)(O[C@@H](C(=O)N1CCC2(CC(NC2=O)CCN2CCN(CC2)C2=CC=C(C=C2)F)CC1)C)=O